BrC1=C(C=CC=C1)[C@@H]1CN(CCN1)C1=CC(=NC(=N1)N)NCC1CC1 |r| (R/S)-6-(3-(2-bromophenyl)piperazin-1-yl)-N4-(cyclopropylmethyl)pyrimidine-2,4-diamine